FC1=C(C(=O)N2C3C(CC(C2C2=CC=C(C=C2)NC2CCOCC2)C(=O)NC=2C=NN(C2)C)COC3)C(=CC=C1)C 1-(2-fluoro-6-methyl-benzoyl)-N-(1-methylpyrazol-4-yl)-2-[4-(tetrahydropyran-4-ylamino)phenyl]-3,4,4a,5,7,7a-hexahydro-2H-furo[3,4-b]pyridine-3-carboxamide